FC(C1=CC=C(OC2=C3CCN(CC3=CC=C2)C2CN(C2)C(C=C)=O)C=C1)(F)F 1-(3-(5-(4-(trifluoromethyl)phenoxy)-3,4-dihydroisoquinolin-2(1H)-yl)azetidin-1-yl)prop-2-en-1-one